OC1CC(C)(C)C(=C(C1=O)C)\C=C\C(\C)=C\C=C\C(\C)=C\C=C\C=C(/C)\C=C\C=C(/C)\C=C\C1=C(C)C(C(CC1(C)C)O)=O 3,3'-dihydroxy-4,4'-dioxobeta-carotene